ethyl (E)-3-(4-bromo-5-chloro-1-methyl-pyrazol-3-yl)prop-2-enoate BrC=1C(=NN(C1Cl)C)/C=C/C(=O)OCC